OCC[C@H](C(=O)N1C(OC[C@H]1C(C)C)=O)C (R)-3-((R)-4-hydroxy-2-methylbutanoyl)-4-isopropyloxazolidin-2-one